maleimidocaproyl-leucine C1(C=CC(N1CCCCCC(=O)N[C@@H](CC(C)C)C(=O)O)=O)=O